(S)-1-(9-(benzyloxy)-5-methyl-5,6-dihydroimidazo[1,5-a]pyrazolo[5,1-c]pyrazin-3-yl)ethan-1-one 4-(4-amino-6-chloro-5-fluoropyridine-3-carbonyl)-2-methylpiperidine-1-carboxylate NC1=C(C=NC(=C1F)Cl)C(=O)C1CC(N(CC1)C(=O)O)C.C(C1=CC=CC=C1)OC1=NN2C(C=3N([C@H](C2)C)C(=NC3)C(C)=O)=C1